C1CC12C(NCC2)=O 5-azaspiro[2.4]heptan-4-one